(R)-6-(2-amino-3-phenylpropoxy)-2-methylbenzo[d]oxazole-5-carboxylic acid methyl ester hydrochloride Cl.COC(=O)C=1C(=CC2=C(N=C(O2)C)C1)OC[C@@H](CC1=CC=CC=C1)N